FC1=C(C(=O)NCCC)C(=CC=C1)F 2,6-difluoro-N-propylbenzamide